4-chloro-2,5-dimethyl-pyridine ClC1=CC(=NC=C1C)C